2-bromo-N-(6-(4-fluorophenyl)-2-(3-hydroxy-3-methylbutyl)-2H-indazol-5-yl)thiazole-4-carboxamide BrC=1SC=C(N1)C(=O)NC1=CC2=CN(N=C2C=C1C1=CC=C(C=C1)F)CCC(C)(C)O